C(C=C)(=O)N1CC(=CCC1)C1=NN(C(=C1)C=1C=C2CCNC(C2=CC1)=O)C 6-(3-(1-acryloyl-1,2,5,6-tetrahydropyridin-3-yl)-1-methyl-1H-pyrazol-5-yl)-3,4-dihydroisoquinolin-1(2H)-one